[2H]C(CCN[C@H](C)C1=CC=CC=C1)(O)C1=CC=C(C=C1)OC(F)(F)F 1-deuterio-3-[[(1R)-1-phenylethyl]amino]-1-[4-(trifluoromethoxy)phenyl]propan-1-ol